COC1=CC=C(C=N1)C=O 6-Methoxy-pyridine-3-carbaldehyde